tri(butyl)ammonium tetraphenyl-borate C1(=CC=CC=C1)[B-](C1=CC=CC=C1)(C1=CC=CC=C1)C1=CC=CC=C1.C(CCC)[NH+](CCCC)CCCC